NC1=C(C=C(C2=CC=CC=C12)S(=O)(=O)O)N=NC=1C=NC(=CC1)C1=C(C=CC(=C1)C)C 4-amino-3-[6-(2,5-dimethylphenyl)pyridin-3-ylazo]naphthalene-1-sulfonic acid